4-{7-[(oxolan-3-ylmethyl)amino]-[1,2,4]triazolo[1,5-a]pyridin-5-yl}benzonitrile O1CC(CC1)CNC1=CC=2N(C(=C1)C1=CC=C(C#N)C=C1)N=CN2